CC1=CC=C(C=C1)S(=O)(=O)O.CP(C)=O dimethylphosphine oxide mono-p-toluenesulfonate salt